CN(C=1C(=NC=CC1)CNC1=NC(=NC=C1C(F)(F)F)NC=1C=CC(=NC1)C(=O)N)S(=O)(=O)C 5-({4-[({3-[methyl(methylsulfonyl)amino]pyridin-2-yl}methyl)amino]-5-(trifluoromethyl)pyrimidin-2-yl}amino)pyridine-2-carboxamide